FC1=CC(=CC=2N(C(=NC21)C)C(C)C)C=2C1=C(N=C(N2)NC2CCOCC2)NC=C1 (4-fluoro-1-isopropyl-2-methyl-1H-benzo[d]imidazol-6-yl)-N-(tetrahydro-2H-pyran-4-yl)-7H-pyrrolo[2,3-d]pyrimidin-2-amine